(5alpha)-cholestane-3,5,6-triol CC(C)CCC[C@@H](C)[C@H]1CC[C@H]2[C@@H]3CC([C@]4(CC(CC[C@]4(C)[C@H]3CC[C@]12C)O)O)O